1,3-dimethyl-butene CC=CC(C)C